5,7-dinitro-1,2,3,4-tetrahydronaphthalene [N+](=O)([O-])C1=C2CCCCC2=CC(=C1)[N+](=O)[O-]